ClC=1C=C(C=CC1F)NC1=NC=NC2=CC(=C(C=C12)NC(C=C)=O)OCCCN1CCN(CC1)CCCCCCC#CC1N(C(C2=CC=CC=C12)=O)C1C(NC(CC1)=O)=O N-(4-((3-chloro-4-fluorophenyl)amino)-7-(3-(4-(8-(2-(2,6-dioxopiperidin-3-yl)-3-oxoisoindolin-1-yl)oct-7-yn-1-yl)piperazin-1-yl)propoxy)quinazolin-6-yl)acrylamide